FC1([C@@H](C1)C(=O)O)F (S)-2,2-bis-fluorocyclopropane-1-carboxylic acid